ClC=1C=CC(=NC1)NC(=O)C1=NC=CN=C1 pyrazine-2-carboxylic acid (5-chloro-pyridin-2-yl)-amide